BrC=1C=C2C(=NC1)C(=NN2[C@H](C)C2=NC=C(C=C2Cl)Cl)C=C (R)-6-Bromo-1-(1-(3,5-dichloropyridin-2-yl)ethyl)-3-vinyl-1H-pyrazolo[4,3-b]pyridine